1-[5-ethylsulfonyl-6-[2-oxo-1-(2,2,2-trifluoroethyl)-1,7-naphthyridin-6-yl]-3-pyridyl]cyclopropanecarbonitrile C(C)S(=O)(=O)C=1C=C(C=NC1C=1C=C2C=CC(N(C2=CN1)CC(F)(F)F)=O)C1(CC1)C#N